BICYCLOPENTYL C1(CCCC1)C1CCCC1